C1(CCCCC1)C1(C(C(=CC=C1)F)F)OC1(C(C(=CC=C1)F)F)C1CCCCC1 1-cyclohexyl-2,3-difluorophenylether